{4-[(7-{2-[(tert-butyldimethylsilyl)oxy]ethoxy}-6-methoxyquinolin-4-yl)oxy]-3,5-difluorophenyl}-4-chloropyridine-3-carboxamide [Si](C)(C)(C(C)(C)C)OCCOC1=C(C=C2C(=CC=NC2=C1)OC1=C(C=C(C=C1F)C1=NC=CC(=C1C(=O)N)Cl)F)OC